7,8-dihydroxy-2-phenazinesulfonic acid OC=1C=C2N=C3C=CC(=CC3=NC2=CC1O)S(=O)(=O)O